cyclohex-4-ene-1,2-di-carboxylic acid C1(C(CC=CC1)C(=O)O)C(=O)O